[Si](C)(C)(C(C)(C)C)OC1CN(C1)C1=NC(=CC=C1N[C@H](C)C=1C=C(C=C2C(C(=C(OC12)C=1C=NC=CC1)C)=O)C)Cl 8-[(1R)-1-[[2-[3-[tert-Butyl(dimethyl)silyl]oxyazetidin-1-yl]-6-chloro-3-pyridyl]amino]ethyl]-3,6-dimethyl-2-(3-pyridyl)chromen-4-one